BrC1=CNC2=CC(=NC=C12)C 3-bromo-6-methyl-5-azaindole